C[C@@](CC1=CC(=C(C=C1)O)O)(C(=O)O)N (+)-α-Methyldopa